N[C@H]1[C@@H](CN(CC1)C1=C(C=NC2=CC=C(C=C12)C1=C(C(=CC(=C1)F)F)CNC([O-])=O)C1=CC(=CC(=C1)C)F)OC N-(2-{4-[trans-4-Amino-3-methoxypiperidin-1-yl]-3-(3-fluoro-5-methylphenyl)chinolin-6-yl}-4,6-difluorophenyl)methylcarbamat